(R)-2-(5-(1-(5-azaspiro[2.5]oct-8-yl)vinyl)pyrazin-2-yl)-5-(1H-imidazol-1-yl)phenol C1CC12CNCC[C@H]2C(=C)C=2N=CC(=NC2)C2=C(C=C(C=C2)N2C=NC=C2)O